1-(methoxymethoxy)-2-methyl-d3-benzen COCOC1=C(C=CC=C1)C([2H])([2H])[2H]